8-(2-(Benzyloxy)phenyl)-N-(2-methoxy-6-methyl-5,6,7,8-tetrahydro-1,6-naphthyridin-3-yl)quinazolin-2-amine C(C1=CC=CC=C1)OC1=C(C=CC=C1)C=1C=CC=C2C=NC(=NC12)NC=1C(=NC=2CCN(CC2C1)C)OC